COC1=CC=C(OCC(C)OC2=NC=3N(C(N(C(C3N2C)=O)C)=O)C)C=C1 8-((1-(4-methoxyphenoxy)propan-2-yl)oxy)-1,3,7-trimethyl-3,7-dihydro-1H-purine-2,6-dione